ClC1=NC(=CC(=C1)Cl)C(C)(F)F 2,4-Dichloro-6-(1,1-difluoroethyl)pyridine